6-amino-1-methyl-2-(trifluoromethyl)-1,4-dihydroquinolin-4-one NC=1C=C2C(C=C(N(C2=CC1)C)C(F)(F)F)=O